FC(OC=1C=C(CC2=CN(C=3C2=NC=C(C3)C=3C(=NOC3C)C)C3=CC(=NC=C3)C(=O)O)C=CC1)F 4-(3-(3-(difluoromethoxy)benzyl)-6-(3,5-dimethylisoxazol-4-yl)-1H-pyrrolo[3,2-b]pyridin-1-yl)picolinic acid